OC1CCC(CC1)CN1CCN(CC1)C(=O)OC(C)(C)C Tert-butyl 4-((4-hydroxycyclohexyl)methyl)piperazine-1-carboxylate